NC1CC(C1)C(=O)N1CCN(CC1)C(=O)C1=C(C=C(C=C1)NC=1C=2N(C=CN1)C(=CN2)C=2C(=NNC2)C(F)(F)F)Cl [4-(3-aminocyclobutanecarbonyl)piperazin-1-yl]-[2-chloro-4-[[3-[3-(trifluoromethyl)-1H-pyrazol-4-yl]imidazo[1,2-a]pyrazin-8-yl]amino]phenyl]methanone